NC1=CC=CC(=N1)S(=O)(=O)NC(=O)C=1C(=NC(=C(C1)C)C1=C(C=CC(=C1)OC)C)N1C(CC(C1)C)(C)C N-[(6-Amino-2-pyridyl)sulfonyl]-6-(5-methoxy-2-methylphenyl)-5-methyl-2-(2,2,4-trimethylpyrrolidin-1-yl)pyridin-3-carboxamid